8-(4-(trifluoromethyl)phenoxy)-[1,2,4]triazolo[4,3-a]quinazolin-5-amine FC(C1=CC=C(OC2=CC=C3C(=NC=4N(C3=C2)C=NN4)N)C=C1)(F)F